nonyn-3-ol C#CC(CCCCCC)O